C1(=CC=CC=C1)S(=O)(=O)N1C=CC2=NC(=C(C=C21)C2=CC=C(C#N)C=C2)C2=CC=C(C=C2)F 4-[1-(benzenesulfonyl)-5-(4-fluorophenyl)pyrrolo[3,2-b]pyridin-6-yl]benzonitrile